1-[2-anilino-6-[5-(2-morpholinoethoxy)benzimidazol-1-yl]-3-pyridinyl]ethanol N(C1=CC=CC=C1)C1=NC(=CC=C1C(C)O)N1C=NC2=C1C=CC(=C2)OCCN2CCOCC2